4-(1H-pyrazol-1-yl)piperidine-4-carbonitrile 2,2,2-trifluoroacetate FC(C(=O)O)(F)F.N1(N=CC=C1)C1(CCNCC1)C#N